2-amino-N-((2R)-1-(3a-benzyl-2,4-dimethyl-3-oxo-2,3,3a,4,6,7-hexahydro-5H-pyrazolo[4,3-c]pyridin-5-yl)-3-(benzyloxy)-1-oxopropan-2-yl)-2-methylpropanamide NC(C(=O)N[C@@H](C(=O)N1C(C2(C(CC1)=NN(C2=O)C)CC2=CC=CC=C2)C)COCC2=CC=CC=C2)(C)C